7,7'-dodecylidenedi-1,5,7-tri-aza-bicyclo-[4.4.0]-dec-5-ene C(CCCCCCCCCCC)(N1C2=NCCCN2CCC1)N1C2=NCCCN2CCC1